tert-Butyl ((4-bromo-6-ethylquinolin-8-yl)methyl)carbamate BrC1=CC=NC2=C(C=C(C=C12)CC)CNC(OC(C)(C)C)=O